methyl 2-(tert-butoxycarbonylamino)-1,3-benzoxazole-5-carboxylate C(C)(C)(C)OC(=O)NC=1OC2=C(N1)C=C(C=C2)C(=O)OC